[3-(1-Aminophthalazin-6-yl)phenyl]boronic acid NC1=NN=CC2=CC(=CC=C12)C=1C=C(C=CC1)B(O)O